Methyl (S)-2-((tert-butoxycarbonyl)amino)-3-(3-((6-((dimethylamino)methyl)isoquinolin-8-yl)methyl)phenyl)propanoate C(C)(C)(C)OC(=O)N[C@H](C(=O)OC)CC1=CC(=CC=C1)CC=1C=C(C=C2C=CN=CC12)CN(C)C